4-amino-N-(6-((1-isopropyl-1H-pyrazol-4-yl)ethynyl)-2,3-dihydrobenzofuran-3-yl)-N,1-dimethyl-1H-pyrazolo[4,3-c]quinoline-8-carboxamide NC1=NC=2C=CC(=CC2C2=C1C=NN2C)C(=O)N(C)C2COC1=C2C=CC(=C1)C#CC=1C=NN(C1)C(C)C